sodium 2-oxo-5,7-difluoroindole O=C1N=C2C(=CC(=CC2=C1)F)F.[Na]